C(C)(C)(C)OC(N[C@H](CC1=CC=CC=C1)C(CBr)=O)=O (R)-(4-bromo-3-oxo-1-phenylbutan-2-yl)carbamic acid tert-butyl ester